N1N2C(=CN=C1)C=CC(=C2)C(=O)N 1H-pyrido[2,1-f][1,2,4]Triazine-7-carboxamide